C1CCC=2C(=CC=CC12)C(=O)N 2,3-dihydro-1H-inden-4-carboxamid